2-((((1H-indol-2-yl)methyl)amino)methylene)-5-phenylcyclohexane-1,3-dione N1C(=CC2=CC=CC=C12)CNC=C1C(CC(CC1=O)C1=CC=CC=C1)=O